C(C(C)C)OC(C=C)=O iso-Butylacrylat